amino-quinoline zirconium [Zr].NC1=NC2=CC=CC=C2C=C1